BrC=1C=CC(=C2C=C(N=CC12)Cl)C1COCC1 8-Bromo-3-chloro-5-(tetrahydrofuran-3-yl)isoquinoline